C(CCCCCCCCCC)OC([C@@H](N)[C@H](O)C)=O threonine undecyl ester